L-4-(1-methylvinyl)-1-cyclohexene-1-carbaldehyde CC(=C)C1CC=C(CC1)C=O